N-(2,3-bis((3,4-dichlorophenyl)amino)quinoxalin-6-yl)hexanamide Benzyl-(1-(4-(2-((tert-butoxycarbonyl)amino)ethyl)-2,5-difluorophenyl)-4-fluoropyrrolidin-3-yl)(methyl)carbamate C(C1=CC=CC=C1)OC(N(C)C1CN(CC1F)C1=C(C=C(C(=C1)F)CCNC(=O)OC(C)(C)C)F)=O.ClC=1C=C(C=CC1Cl)NC1=NC2=CC=C(C=C2N=C1NC1=CC(=C(C=C1)Cl)Cl)NC(CCCCC)=O